ethyl carbamate C(N)(OCC)=O